NC1=CC=C(OC2=CC=C(C(=O)OC)C=C2)C=C1 Methyl 4-(4-aminophenoxy)benzoate